Cl[Cd]Cl The molecule is a cadmium coordination entity in which cadmium(2+) and Cl(-) ions are present in the ratio 2:1. Although considered to be ionic, it has considerable covalent character to its bonding.